CN1N=C(C(=C1)C(=O)N1[C@@H](CN(CC1)C1=NC(=NC=C1)C1=CN=C2N1C=C(C=C2)C(F)(F)F)C)C (R)-(1,3-dimethyl-1H-pyrazol-4-yl)(2-methyl-4-(2-(6-(trifluoromethyl)imidazo[1,2-a]pyridin-3-yl)pyrimidin-4-yl)piperazin-1-yl)methanone